C(CCC)OC[C@H]1N(CC(C1)C1=CC=C(C=C1)C(F)(F)F)C1=CC=C(C(=O)O)C=C1 4-((2S)-2-(butoxymethyl)-4-(4-(trifluoromethyl)phenyl)pyrrolidin-1-yl)benzoic acid